C1(=CC=CC=C1)C(C1=CC=CC=C1)=NC(C#N)CCF 2-((diphenylmethylene)amino)-4-fluorobutyronitrile